3-bromo-5-(tert-butyl)-1-methylindole BrC1=CN(C2=CC=C(C=C12)C(C)(C)C)C